(2r,3r,4r,5s,6r)-2-((myristoyloxy)methyl)-6-(4-chloro-3-(4-ethoxyphenyl)phenyl)tetrahydro-2H-pyran C(CCCCCCCCCCCCC)(=O)OC[C@@H]1O[C@H](CCC1)C1=CC(=C(C=C1)Cl)C1=CC=C(C=C1)OCC